FC=1C2=C(N3C1C=NCC3)N=CC(=C2)N2CC3(C2)CCC3 5-fluoro-3-(2-azaspiro[3.3]heptan-2-yl)-8,9-dihydropyrido[3',2':4,5]pyrrolo[1,2-a]pyrazin